tert-butyl-(S)-3-(7-bromo-1-ethyl-1H-imidazo[4,5-c]quinolin-2-yl)piperidine C(C)(C)(C)N1C[C@H](CCC1)C=1N(C2=C(C=NC=3C=C(C=CC23)Br)N1)CC